6-((1R,2R)-1-methyl-2-(pyrimidin-2-yl)cyclobutyl)-4-oxo-1-((R)-1-(6-(trifluoromethyl)pyridin-3-yl)ethyl)-4,5-dihydro-1H-pyrazolo[3,4-d]pyrimidine-3-carbonitrile C[C@@]1([C@@H](CC1)C1=NC=CC=N1)C=1NC(C2=C(N1)N(N=C2C#N)[C@H](C)C=2C=NC(=CC2)C(F)(F)F)=O